C(CC)OC(O)C(C)(CO)C propoxyneopentyl glycol